BrC=1C=C2C(=NC1)C(CN2C2CC(C2)(C#N)N2CCCCC2)(C)C (1S,3s)-3-(6-bromo-3,3-dimethyl-2,3-dihydro-1H-pyrrolo[3,2-b]pyridin-1-yl)-1-(piperidin-1-yl)cyclobutane-1-carbonitrile